N1=C(N=CC2=C1CCC2)N[C@@H]2C[C@H](CC2)NC2=CC=C(C=N2)N2C(C=CC=C2)=O 1-(6-{[(1S,3S)-3-(6,7-dihydro-5H-cyclopenta[1,2-d]pyrimidin-2-ylamino)cyclopentyl]amino}pyridin-3-yl)-1,2-dihydropyridin-2-one